Cl.FC(N1N=CC(=C1)C=1C=C2N(N=CC=C2)C1)F 6-(1-(difluoromethyl)-1H-pyrazol-4-yl)pyrrolo[1,2-b]Pyridazine hydrochloride